hexylfuran-2(5H)-one C(CCCCC)C=1C(OCC1)=O